(4s)-N6-(1-ethylpropyl)-3-isopropyl-N8-phenyl-[1,2,4]triazolo[4,3-b]pyridazine-6,8-diamine C(C)C(CC)NC=1C=C(C=2N(N1)C(=NN2)C(C)C)NC2=CC=CC=C2